N-(2-((2-(3-methoxy-5-methylphenoxy)phenyl)amino)-2-oxoethyl)-6-methyl-1-naphthamide COC=1C=C(OC2=C(C=CC=C2)NC(CNC(=O)C2=CC=CC3=CC(=CC=C23)C)=O)C=C(C1)C